COC(=O)C=1SC=C(C1NC(C[N+]1(CCCC1)CC(=O)NC1=NOC=C1C)=O)C 1-(2-((2-(methoxycarbonyl)-4-methylthiophen-3-yl)amino)-2-oxoethyl)-1-(2-((4-methylisoxazol-3-yl)amino)-2-oxoethyl)pyrrolidin-1-ium